3-{4-[(2-bromophenyl)sulfamoyl]phenyl}-1-(pyridin-3-ylmethyl)urea BrC1=C(C=CC=C1)NS(=O)(=O)C1=CC=C(C=C1)NC(NCC=1C=NC=CC1)=O